C(C)(C)(C)OC([C@H](CCCCNC(=O)NC1=CC(=CC=C1)C#C)NC(=O)N[C@@H](CCC(=O)OC(C)(C)C)C(=O)OC(C)(C)C)=O di-tert-butyl (((S)-1-(tert-butoxy)-6-(3-(3-ethynylphenyl)ureido)-1-oxohexan-2-yl)carbamoyl)-L-glutamate